OC1(N(CCC1)C)CCCC1(N(CCC1)C)O 1,3-bis(2-hydroxy-N-methylpyrrolidyl)propane